C(C)C=1C=CC2=C3C(C(C(=C2C1)OC(=O)OC1=CC=CC=C1)=O)=C1C=CC=CC1=C(C3=O)OC(=O)OC3=CC=CC=C3 2-ethyl-5,11-dioxo-6,12-bis(phenoxycarbonyloxy)naphthonaphthalene